FC(C1=NN=C(O1)C=1C=NC(=NC1)NC=1C=C(C2=C(NC=N2)C1)N1N=CC=C1)F N-(5-(5-(difluoromethyl)-1,3,4-oxadiazol-2-yl)pyrimidin-2-yl)-4-(1H-pyrazol-1-yl)-1H-benzo[d]imidazol-6-amine